2-(1-(cyclopropylsulfonyl)-1H-pyrazol-4-yl)-N-(5-((1-methyl-1H-pyrazol-4-yl)ethynyl)-4-(3-(trifluoromethyl)piperidin-1-yl)pyridin-2-yl)pyrimidin-4-amine C1(CC1)S(=O)(=O)N1N=CC(=C1)C1=NC=CC(=N1)NC1=NC=C(C(=C1)N1CC(CCC1)C(F)(F)F)C#CC=1C=NN(C1)C